5-[4-[(1r,2s)-6-hydroxy-2-phenyl-tetrahydronaphthalen-1-yl]phenoxy]valeraldehyde OC=1C=C2CC[C@@H]([C@@H](C2=CC1)C1=CC=C(OCCCCC=O)C=C1)C1=CC=CC=C1